(1-(piperazin-1-yl)cyclopropyl)benzo[d]oxazole N1(CCNCC1)C1(CC1)C=1OC2=C(N1)C=CC=C2